7-amino-3-chloro-5-((2-(1-(2-methoxyethyl)-1H-pyrazol-3-yl)ethyl)amino)-2-methylpyrazolo[1,5-a]pyrimidine-6-carbonitrile NC1=C(C(=NC=2N1N=C(C2Cl)C)NCCC2=NN(C=C2)CCOC)C#N